(5-chloro-1H-pyrrolo[3,2-b]pyridin-2-yl)-morpholino-methanone ClC1=CC=C2C(=N1)C=C(N2)C(=O)N2CCOCC2